2-(((2R,3R,4S,5R,6S)-3-hydroxy-2-(hydroxymethyl)-4-(4-(3,4,5-trifluorophenyl)-1H-1,2,3-triazol-1-yl)-1,7-dioxaspiro[5.5]undecane-5-yl)oxy)acetic acid O[C@H]1[C@H](O[C@@]2([C@@H]([C@H]1N1N=NC(=C1)C1=CC(=C(C(=C1)F)F)F)OCC(=O)O)OCCCC2)CO